4-[2-amino-4-ethyl-5-(o-tolyl)-3-pyridyl]phenol NC1=NC=C(C(=C1C1=CC=C(C=C1)O)CC)C1=C(C=CC=C1)C